4-[6-(4-amino-4-methyl-1-piperidinyl)-3-pyridinyl]-6-(2-hydroxy-2-methyl-propoxy)pyrazolo[1,5-a]pyridine-3-carbonitrile dihydrochloride Cl.Cl.NC1(CCN(CC1)C1=CC=C(C=N1)C=1C=2N(C=C(C1)OCC(C)(C)O)N=CC2C#N)C